[C-]#N.C(CCCCCCC)[N+]1=C(C=CC=C1)CC 1-Octyl-2-ethylpyridinium cyanid